butane-1,1,1-triol C(CCC)(O)(O)O